BrC1=NC=CC(=C1)C1=CC(=NN1)C1=CC=C(C=C1)NC(OC(C)(C)C)=O tert-butyl {4-[5-(2-bromopyridin-4-yl)-1H-pyrazol-3-yl]phenyl}carbamate